((2-(((5S,8S,10aR)-3-acetyl-8-(benzhydryl(methyl)carbamoyl)-6-oxodecahydropyrrolo[1,2-a][1,5]diazocin-5-yl)carbamoyl)-1H-indol-5-yl)difluoromethyl)phosphonic acid C(C)(=O)N1CC[C@@H]2N(C([C@H](C1)NC(=O)C=1NC3=CC=C(C=C3C1)C(F)(F)P(O)(O)=O)=O)[C@@H](CC2)C(N(C)C(C2=CC=CC=C2)C2=CC=CC=C2)=O